C(C=C)(=O)N1[C@H](CCCCC1)C1=C2C=C(N=CC2=C(C=C1)N1[C@@H]([C@H](C1)N(S(=O)(=O)C)C(C)C)C)NC1=NC(=NC=C1)N1CCC(CC1)(C)O N-((2R,3S)-1-(5-((R)-1-acryloylazepan-2-yl)-3-((2-(4-hydroxy-4-methylpiperidin-1-yl)pyrimidin-4-yl)amino)isoquinolin-8-yl)-2-methylazetidin-3-yl)-N-isopropylmethanesulfonamide